2-isopropyl-3,4-dihydroisoquinolin-1(2H)-one C(C)(C)N1C(C2=CC=CC=C2CC1)=O